(Z)-5-((1H-benzo[d]imidazol-5-yl)methylene)-2-(methyl-(phenyl)amino)-3,5-dihydro-4H-imidazol-4-one N1C=NC2=C1C=CC(=C2)\C=C/2\C(NC(=N2)N(C2=CC=CC=C2)C)=O